NC1=C2N=CN(C2=NC(=N1)Cl)C1CCC(CC1)C(=O)NC=1SC=2CN(CCC2N1)C 4-(6-amino-2-chloro-9H-purin-9-yl)-N-(5-methyl-4,5,6,7-tetrahydro[1,3]thiazolo[5,4-c]pyridin-2-yl)cyclohexanecarboxamide